1-(2-((2,4-dimethylphenyl)amino)phenyl)ethan-1-one CC1=C(C=CC(=C1)C)NC1=C(C=CC=C1)C(C)=O